1-methyl-5-phenyl-1H-pyrazol-4-amine CN1N=CC(=C1C1=CC=CC=C1)N